COC1=C2C(=NC(=NC2=CC=C1)C(F)(F)F)C(=O)C1=NC=CC=C1 [5-methoxy-2-(trifluoromethyl)quinazolin-4-yl]-(2-pyridyl)methanone